tert-butyl N-[2-[2-chloro-6-cyano-4-[1-methyl-1-[4-[(2-methylsulfonylpyrimidin-4-yl)methoxy]phenyl]ethyl]phenoxy]ethyl]-N-methyl-carbamate ClC1=C(OCCN(C(OC(C)(C)C)=O)C)C(=CC(=C1)C(C)(C1=CC=C(C=C1)OCC1=NC(=NC=C1)S(=O)(=O)C)C)C#N